BrC1=CC=C2C(=N1)C(OC2=O)=O 2-bromofuro[3,4-b]pyridine-5,7-dione